C[C@]12C[C@]3(C[C@H](C[C@@](C1)(C3)C3=CC=CC=C3)C2)C(=O)OC Methyl (1S,3R,5R,7S)-3-methyl-5-phenyladamantane-1-carboxylate